4-(oxan-4-yl)piperazine O1CCC(CC1)N1CCNCC1